C(CC(O)(C(=O)O)CC(=O)[O-])(=O)[O-].[NH4+].[NH4+] Diammonium citrat